1-(6-(benzyloxy)-1H-indol-3-yl)-2,2-difluoroethane-1-ol C(C1=CC=CC=C1)OC1=CC=C2C(=CNC2=C1)C(C(F)F)O